(E)-1-(1-methyl-3-(3-phenylprop-1-en-1-yl)-1H-1,2,4-triazol-5-yl)pyrrolidine-2-carboxamide CN1N=C(N=C1N1C(CCC1)C(=O)N)\C=C\CC1=CC=CC=C1